CN(C(=O)C1=C(C=CC=C1)C1=C(C2=C(NC(=N2)[C@@H](NC(=O)C=2N(N=CC2)CC)C2CCC(CC2)C)C=C1)F)C N-[(S)-{5-[2-(dimethylcarbamoyl)phenyl]-4-fluoro-1H-benzimidazol-2-yl}(4-methyl-cyclohexyl)methyl]-2-ethylpyrazole-3-carboxamide